3-trimethylbuten-2-yl-acrylate CC(CC(=C)C=CC(=O)[O-])(C)C